COCOC=1C=C(C2=CC=CC=C2C1)C1=CC=C2C(=NC=NC2=C1)O 7-(3-(methoxymethoxy)naphthalen-1-yl)quinazolin-4-ol